[Mo].C(C)C1=C(C=CC=C1)CC.C(C)C1=C(C=CC=C1)CC bis(diethyl-benzene) molybdenum